N1(C=NC=C1)C=1C=C2C(=C(N1)C(=O)O)NN=C2 5-(1H-Imidazol-1-yl)-1H-pyrazolo[3,4-c]pyridine-7-carboxylic acid